tert-butyl 4-(6-chloroimidazo[1,2-b]pyridazin-8-yl)-7-((5-(4-hydroxypiperidin-1-yl) pyridin-2-yl) amino)-1-oxo-1,3-dihydro-2H-pyrrolo[3,4-c]pyridine-2-carboxylate ClC=1C=C(C=2N(N1)C=CN2)C2=NC=C(C1=C2CN(C1=O)C(=O)OC(C)(C)C)NC1=NC=C(C=C1)N1CCC(CC1)O